2-(tert-Butyl) 3-ethyl (1S,3S,4S,5S)-5-fluoro-2-azabicyclo[2.2.1]heptane-2,3-dicarboxylate F[C@@H]1[C@@H]2[C@H](N([C@H](C1)C2)C(=O)OC(C)(C)C)C(=O)OCC